C(CCOC=1C(=CC2=C(N=CC3N(C2=O)CC(C3)=C)C1)OC)OC=1C(=CC3=C(N=CC2N(C3=O)CC(C2)=C)C1)OC α'(S)-8,8'-(propane-1,3-diylbis(oxy))bis(7-methoxy-2-methylene-2,3-dihydro-1H-benzo[e]pyrrolo[1,2-a][1,4]diazepin-5(11aH)-one)